4-amino-hydroxy-naphthalene-6-sulfonic acid NC1=CC=C(C2=CC=C(C=C12)S(=O)(=O)O)O